1-hydroxy-naphthalene-2-carboxylic acid OC1=C(C=CC2=CC=CC=C12)C(=O)O